OC1=CC=C(C=C1)C1=CC=C(C=C1)C#N 4'-hydroxybiphenyl-4-nitrile